C(C)(C)C=1C(=NNC1C=1C=C(C=2N(C1)N=CN2)OC)C2=NC=C(C(=C2)C)C2CCN(CC2)CCC 6-(4-Isopropyl-3-(4-methyl-5-(1-propylpiperidin-4-yl)pyridin-2-yl)-1H-pyrazol-5-yl)-8-methoxy-[1,2,4]triazolo[1,5-a]pyridine